NC1=NC(=CC=C1C(C)(C)O)OCC(F)(F)F 2-[2-amino-6-(2,2,2-trifluoroethoxy)pyridin-3-yl]Propan-2-ol